(R)-4-((tert-butoxycarbonyl)amino)-3-butyl methanesulfonate CS(=O)(=O)O[C@H](CC)CNC(=O)OC(C)(C)C